1-(6-(((1S,3S)-3-((5-Methylpyrazin-2-yl)amino)cyclopentyl)amino)pyridin-3-yl)-3,4-dihydroquinolin-2(1H)-one CC=1N=CC(=NC1)N[C@@H]1C[C@H](CC1)NC1=CC=C(C=N1)N1C(CCC2=CC=CC=C12)=O